FC1=C(C=CC=C1)C1=CC=C(C=C1)CCCNC(=O)C1=CC=C2C(N(C=NC2=C1)C)=O N-(3-(2'-fluoro-[1,1'-biphenyl]-4-yl)propyl)-3-methyl-4-oxo-3,4-dihydroquinazoline-7-carboxamide